racemic-nitrogen boron nitrogen [N].[B].[N]